tert-butyl (3-bromo-2-fluoro-4-methylphenyl)carbamate BrC=1C(=C(C=CC1C)NC(OC(C)(C)C)=O)F